9-(4,6-diphenylpyrimidin-2-yl)phenyl-9H-carbazole C1(=CC=CC=C1)C1=NC(=NC(=C1)C1=CC=CC=C1)N1C2=CC=CC=C2C=2C=CC=C(C12)C1=CC=CC=C1